C(CCCCCCCCCCCCCCCCC)NNC(CC)=O N-octadecylamino-propionic acid amide